C(C)OC(COC1=C(C(=C(C(=C1)CC)CC1=CC(=C(C=C1)O)C(C)C)Cl)F)=O 2-(3-chloro-5-ethyl-2-fluoro-4-(4-hydroxy-3-isopropylbenzyl)phenoxy)acetic acid ethyl ester